(R)-methyl 3-((2-(2-chloro-5H-pyrrolo[2,3-b]pyrazin-7-yl)-7-methyl-7H-pyrrolo[2,3-d]pyrimidin-4-yl)amino)-4,4-dimethylpentanoate ClC=1N=C2C(=NC1)NC=C2C=2N=C(C1=C(N2)N(C=C1)C)N[C@H](CC(=O)OC)C(C)(C)C